7-(1-(6-((2-(2,6-dioxopiperidin-3-yl)-1-oxoisoindoline-4-yl)thio)hexanoyl)piperidine-4-yl)-2-(4-phenoxyphenyl)-4,5,6,7-tetrahydropyrazolo[1,5-a]pyrimidine-3-carboxamide O=C1NC(CCC1N1C(C2=CC=CC(=C2C1)SCCCCCC(=O)N1CCC(CC1)C1CCNC=2N1N=C(C2C(=O)N)C2=CC=C(C=C2)OC2=CC=CC=C2)=O)=O